1-cyclohexyl-1H-pyrazol-4-amine C1(CCCCC1)N1N=CC(=C1)N